5-bromo-3-methyl-2,3-dihydrobenzofuran-3-carbonitrile BrC=1C=CC2=C(C(CO2)(C#N)C)C1